ClC1=CC(=NC=N1)C1=CC(=C(C=C1)C1=CN=C(N=N1)N1CC(CC1)N(C(OC(C)(C)C)=O)C)OCOC tert-Butyl N-[1-[6-[4-(6-chloropyrimidin-4-yl)-2-(methoxymethoxy)phenyl]-1,2,4-triazin-3-yl]pyrrolidin-3-yl]-N-methyl-carbamate